(Z,E)-3,7,11-Trimethyl-2,6,10-dodecatrienyl hexanoate C(CCCCC)(=O)OC\C=C(/CC\C=C(\CCC=C(C)C)/C)\C